N-((3-hydroxyoxetan-3-yl)methyl)-2-(4-(methylcarbamoyl)phenyl)benzo[d]imidazo[2,1-b]thiazole-7-carboxamide OC1(COC1)CNC(=O)C1=CC2=C(N3C(S2)=NC(=C3)C3=CC=C(C=C3)C(NC)=O)C=C1